C12COCC(CC1)N2C(=O)C2=CC(=C(C(=O)O)C=C2)OC2CC2 4-(3-oxa-8-azabicyclo[3.2.1]octane-8-carbonyl)-2-cyclopropoxybenzoic acid